ethyl 2-{4-bromo-3-[methyl(phenyl)amino]indazol-1-yl}acetate BrC1=C2C(=NN(C2=CC=C1)CC(=O)OCC)N(C1=CC=CC=C1)C